C(C)(C)(C)OC(=O)N1C[C@@H]([C@H](CC1)CN1CCN(CC1)C1=CC=C2C(=NN(C2=C1)C)C=1C(=NC(=CC1)OCC1=CC=CC=C1)OCC1=CC=CC=C1)C.N(=[N+]=[N-])C(C)C1=C(C(=O)N)C=CC=C1 2-(1-azidoethyl)benzamide tert-butyl-(3R,4S)-4-((4-(3-(2,6-bis(benzyloxy)pyridin-3-yl)-1-methyl-1H-indazol-6-yl)piperazin-1-yl)methyl)-3-methylpiperidine-1-carboxylate